tert-Butyl N-[10,10-difluoro-6-hydroxy-13-oxo-6,15-bis(trifluoromethyl)-19-oxa-3,4,18-triazatricyclo[12.3.1.12,5]nonadeca-1(17),2,4,14(18),15-pentaen-17-yl]carbamate FC1(CCCC(C2=NN=C(C3=C(C=C(C(C(CC1)=O)=N3)C(F)(F)F)NC(OC(C)(C)C)=O)O2)(C(F)(F)F)O)F